tert-butyl (2R)-2-[({4-[({5-[(3-chloro-2-ethylphenyl)carbamothioyl]-6-oxo-1,2,3,6-tetrahydropyridin-4-yl}amino)methyl]pyridin-3-yl}oxy)methyl]morpholine-4-carboxylate ClC=1C(=C(C=CC1)NC(=S)C1=C(CCNC1=O)NCC1=C(C=NC=C1)OC[C@H]1CN(CCO1)C(=O)OC(C)(C)C)CC